2-chloro-9-[[4-[1-cyclobutyl-4-(trifluoromethyl)imidazol-2-yl]phenyl]methyl]-7H-purin-8-imine ClC1=NC=C2NC(N(C2=N1)CC1=CC=C(C=C1)C=1N(C=C(N1)C(F)(F)F)C1CCC1)=N